[OH-].C(=CC)[N+](CCC)(CCC)C=CC dipropenyldipropylammonium hydroxide